ClC1=C(C=CC=C1)C=1N=C(SC1)NC(C1=CC=C(C=C1)N1CCNCC1)=O N-(4-(2-chlorophenyl)thiazol-2-yl)-4-(piperazin-1-yl)benzamide